tert-butyl (S)-2-(((4-chloro-5-fluoro-2-nitrophenyl)amino)methyl)morpholine-4-carboxylate ClC1=CC(=C(C=C1F)NC[C@H]1CN(CCO1)C(=O)OC(C)(C)C)[N+](=O)[O-]